2-[2-(diethylamino)acetamido]Benzamide C(C)N(CC(=O)NC1=C(C(=O)N)C=CC=C1)CC